methyl [(6S)-4-{4'-[(2-t-butoxy-2-oxoethyl)sulfanyl] [1,1'-biphenyl]-4-yl}-2,3,9-trimethyl-6H-thieno[3,2-f][1,2,4]triazolo[4,3-a][1,4]diazepin-6-yl]acetate C(C)(C)(C)OC(CSC1=CC=C(C=C1)C1=CC=C(C=C1)C1=N[C@H](C=2N(C3=C1C(=C(S3)C)C)C(=NN2)C)CC(=O)OC)=O